C(C)(=O)C=1C=C(C=CC1)C1=CN=C2N1N=C(C=C2)C=2C=C(C=CC2)C(C)=O 1-[3-[3-(3-acetylphenyl)imidazo[1,2-b]pyridazin-6-yl]phenyl]ethanone